disilane phosphate P(=O)(O)(O)O.[SiH3][SiH3]